C(C)(C)O.[Al].[Si] silicon aluminum isopropyl alcohol